2-propyl-2,3-dihydro-[1,4]oxazepino[7,6-g]quinolin C(CC)C1OC2=CC=3C=CC=NC3C=C2C=NC1